NC1=NC=2C(=CC=CC2C=2N1C=C(N2)C(=O)N2CCC(CC2)C(=O)OC)OC methyl 1-(5-amino-7-methoxyimidazo[1,2-c]quinazoline-2-carbonyl)piperidine-4-carboxylate